1-(3-chloro-4-(2-(methylamino)-9,10-dihydro-8H-pyrido[1,6-a:2,3-d']dipyrimidin-6-yl)phenyl)-3-methylimidazolidin-2-one ClC=1C=C(C=CC1C1=CC2=C(N=C(N=C2)NC)N2C1=NCCC2)N2C(N(CC2)C)=O